tert-butyl (R)-(2-(2-(3-((6-(2-hydroxy-4-(trifluoromethyl)phenyl)-5-methylpyridazin-3-yl)amino)piperidin-1-yl)-N-methylacetamido)ethyl)carbamate OC1=C(C=CC(=C1)C(F)(F)F)C1=C(C=C(N=N1)N[C@H]1CN(CCC1)CC(=O)N(C)CCNC(OC(C)(C)C)=O)C